OCCOC1=C(C2=CC=C(C=C2C=C1)C1=CC=CC=C1)C1=C(C=CC2=CC(=CC=C12)C1=CC=CC=C1)OCCOCCO 2-(2-hydroxyethoxy)-2'-[2-hydroxyethoxy(ethoxy)]-6,6'-diphenyl-1,1'-binaphthyl